1-(9-(4-amino-5-(6-cyclobutoxy-pyridin-3-yl)-7-methyl-7H-pyrrolo[2,3-d]pyrimidin-6-yl)-3-azaspiro[5.5]undec-8-en-3-yl)prop-2-en-1-one NC=1C2=C(N=CN1)N(C(=C2C=2C=NC(=CC2)OC2CCC2)C2=CCC1(CCN(CC1)C(C=C)=O)CC2)C